6α,9α-difluoro-11β,17,21-trihydroxy-16α-methylpregna-1,4-diene-3,20-dione F[C@H]1C[C@H]2[C@@H]3C[C@H]([C@](C(CO)=O)([C@]3(C[C@@H]([C@@]2([C@]2(C=CC(C=C12)=O)C)F)O)C)O)C